C(#N)C1=CC=C(COC2=C(C=CC(=N2)C2CCN(CC2)CC2=NC3=C(N2CC2COCC2)C=C(C=C3)C(=O)O)F)C=C1 2-[(4-{6-[(4-cyanobenzyl)oxy]-5-fluoropyridin-2-yl}piperidin-1-yl)methyl]-1-(tetrahydrofuran-3-ylmethyl)-1H-benzimidazole-6-carboxylic acid